4-(2-(4-fluoro-2,6-dimethylphenoxy)-5-(2-hydroxypropan-2-yl)phenyl)-6-methyl-2-(5-methyl-4H-1,2,4-triazol-3-yl)thieno[2,3-c]pyridin-7(6H)-one FC1=CC(=C(OC2=C(C=C(C=C2)C(C)(C)O)C=2C3=C(C(N(C2)C)=O)SC(=C3)C3=NN=C(N3)C)C(=C1)C)C